{3-[cyano(ethyl)amino]propyl}dimethylazanium chloride [Cl-].C(#N)N(CCC[NH+](C)C)CC